2-amino-5-(4-(4-ethoxy-1-isopropylpiperidin-4-yl)phenyl)nicotinic acid NC1=C(C(=O)O)C=C(C=N1)C1=CC=C(C=C1)C1(CCN(CC1)C(C)C)OCC